2-azido-1-(4-ethylphenyl)-2,2-difluoroethane-1-one N(=[N+]=[N-])C(C(=O)C1=CC=C(C=C1)CC)(F)F